6-(3-Aminophenyl)-5-{3-fluoro-4-[(4-methylpyrimidin-2-yl)oxy]phenyl}-7,8-dihydro-6H-imidazo[2',3':5,1]pyrrolo[2,3-d]pyrimidin-4-amine NC=1C=C(C=CC1)N1CCN2C1=C(C1=C2N=CN=C1N)C1=CC(=C(C=C1)OC1=NC=CC(=N1)C)F